[Si](C1=CC=CC=C1)(C1=CC=CC=C1)(C(C)(C)C)O[C@@H]1C[C@@H](N(C1)C(=O)OC(C)(C)C)C(=O)OC O1-tert-butyl O2-methyl (2R,4R)-4-[tert-butyl(diphenyl)silyl]oxypyrrolidine-1,2-dicarboxylate